2-(4-hydroxy-3-methoxyphenyl)-5-(3-hydroxypropyl)-7-methoxy-3-benzofurancarbaldehyde OC1=C(C=C(C=C1)C=1OC2=C(C1C=O)C=C(C=C2OC)CCCO)OC